BrC=1C=C2C(=C(C3=C(N(S2(=O)=O)C)C=CC=C3)O)CC1F 3-Bromo-2-fluoro-11-hydroxy-6-methyl-6,1-dihydrodibenzo[c,f][1,2]thiazepine 5,5-dioxide